6,7-dihydropyrazolo[1,5-a]pyrazin-4(5H)-one N1=CC=C2N1CCNC2=O